(4,4-difluoro-1-piperidinyl)(3-([1,2,4]triazolo[1,5-a]pyridin-6-yl)-6-quinoxalinyl)methanone FC1(CCN(CC1)C(=O)C=1C=C2N=C(C=NC2=CC1)C=1C=CC=2N(C1)N=CN2)F